NC=1N=CC(=NC1C(N(C)[C@@H](C(=O)NC1=CC=C(C=C1)F)C1=CC=CC=C1)=O)C=1C=NN(C1)C1CCN(CC1)C(=O)OC(C)(C)C Tert-butyl (R)-4-(4-(5-amino-6-((2-((4-fluorophenyl)amino)-2-oxo-1-phenylethyl)(methyl)carbamoyl)pyrazin-2-yl)-1H-pyrazol-1-yl)piperidine-1-carboxylate